5-(3-fluorophenyl)-N-[(2S)-2-hydroxypropyl]-6-[4-(trifluoromethyl)phenoxy]pyridine-3-carboxamide FC=1C=C(C=CC1)C=1C=C(C=NC1OC1=CC=C(C=C1)C(F)(F)F)C(=O)NC[C@H](C)O